S-[2-(dimethylamino)ethyl]isothiourea dihydrochloride Cl.Cl.CN(CCSC(N)=N)C